7-bromo-1-methyl-2-(3-(4-methylpiperazin-1-yl)propyl)-1H-imidazo[4,5-d]thieno[3,2-b]pyridin-4-amine BrC1=CC2=NC(=C3C(=C2S1)N(C(=N3)CCCN3CCN(CC3)C)C)N